BrC1=CC=C(OC(C(=O)NC2=CC=C(C=C2)C2=CC=C(C=C2)COC)(C)C)C=C1 2-(4-bromophenoxy)-N-(4'-(methoxymethyl)-[1,1'-biphenyl]-4-yl)-2-methylpropanamide